Thiazolo[4,5-b]pyridin-6-yl 3-azido-3-deoxy-1-thio-alpha-D-galactopyranoside N(=[N+]=[N-])[C@@H]1[C@H]([C@@H](SC=2C=C3C(=NC2)N=CS3)O[C@@H]([C@@H]1O)CO)O